2-chloro-N-(1-cyanocyclopropyl)-5-[3-[1-methyl-5-[1,2,2,2-tetrafluoro-1-(trifluoromethyl)ethyl]pyrrol-2-yl]isoxazol-5-yl]benzamide ClC1=C(C(=O)NC2(CC2)C#N)C=C(C=C1)C1=CC(=NO1)C=1N(C(=CC1)C(C(F)(F)F)(C(F)(F)F)F)C